C(C1=CC=CC=C1)OC(=O)N[C@@H](C(=O)OC)COC1CCC1 methyl (2R)-2-(benzyloxycarbonylamino)-3-(cyclobutoxy)propanoate